CS(=O)(=O)OC1CN(CC1)C(=O)OC(C)(C)C tert-butyl 3-((methyl-sulfonyl)oxy)pyrrolidine-1-carboxylate